5-((4-((2-(6-methylpyridin-2-yl)pyrimidin-4-yl)amino)pyrimidin-2-yl)amino)thiophene-3-carboxylic acid CC1=CC=CC(=N1)C1=NC=CC(=N1)NC1=NC(=NC=C1)NC1=CC(=CS1)C(=O)O